2-deuterio-5-[(2R,5S)-5-methyl-2-piperidyl]-1,3-benzothiazole [2H]C=1SC2=C(N1)C=C(C=C2)[C@@H]2NC[C@H](CC2)C